BrC1=CC2=C(CN(CC(O2)(C)C)C(=O)OC(C)(C)C)C=C1 Tert-Butyl 8-bromo-2,2-dimethyl-2,3-dihydrobenzo[f][1,4]oxazepine-4(5H)-carboxylate